C(=C)N1C(N(CC1)C=C)=O 1,3-divinyl-imidazolin-2-one